(5S,10aR)-9-bromo-5-methyl-1,5,10,10a-tetrahydrooxazolo[3,4-b]isoquinolin-3-one BrC=1C=2C[C@H]3N([C@H](C2C=CC1)C)C(OC3)=O